COC=1C=C(C=CC1OCCOC)/C=C/C(=O)O (E)-3-(3-methoxy-4-(2-methoxyethoxy)phenyl)acrylic acid